(S)-N-(1-(7-chloro-2-ethyl-3-oxo-1,2,3,4-tetrahydroisoquinolin-5-yl)-3-(1,3-dioxan-2-yl)propyl)-2-methylpropane-2-sulfinamide ClC1=CC(=C2CC(N(CC2=C1)CC)=O)C(CCC1OCCCO1)N[S@@](=O)C(C)(C)C